C1(=CC=C(C=C1)C1=NC(=NC(=N1)C1=CC=C(C=C1)C1=CC(=CC=C1)Br)C1=CC=CC=C1)C1=CC=CC=C1 2-([1,1'-biphenyl]-4-yl)-4-(3'-bromo-[1,1'-biphenyl]-4-yl)-6-phenyl-1,3,5-triazine